(pyrrolidin-1-ylmethyl)-3H-1,4-benzoxazepin-5-one N1(CCCC1)CC1OC2=C(C(NC1)=O)C=CC=C2